C=CCNC(=S)N N-Allylthiourea